N-(2-(3-chloro-1-(((R)-1-methylpyrrolidin-2-yl)methyl)-1H-pyrazol-4-yl)pyrimidin-4-yl)-5-isopropyl-8-((2R,3S)-2-methyl-3-((methylsulfonyl)methyl)azetidin-1-yl)isoquinolin-3-amine ClC1=NN(C=C1C1=NC=CC(=N1)NC=1N=CC2=C(C=CC(=C2C1)C(C)C)N1[C@@H]([C@H](C1)CS(=O)(=O)C)C)C[C@@H]1N(CCC1)C